C(#C)C1(CC1)CC#N 2-(1-ethynylcyclopropyl)acetonitrile